ethyl-(R)-2,2-difluoro-5-oxotetrahydro-1H-pyrrolizine C(C)[C@H]1C(CN2C(CCC12)=O)(F)F